tert-butyl (E)-(4-(1,3-dioxoisoindolin-2-yl)-2,3-dimethylbut-2-en-1-yl)carbamate O=C1N(C(C2=CC=CC=C12)=O)C/C(=C(/CNC(OC(C)(C)C)=O)\C)/C